2-ethyl-4-oxo-3,8-diazabicyclo[3.2.1]octane-2,8-dicarboxylic acid 8-(tert-butyl) ester C(C)(C)(C)OC(=O)N1C2C(NC(C1CC2)=O)(C(=O)O)CC